2-(4-(6-(2-methoxyethoxy)pyridin-3-yl)phenyl)-2-methylpropanoic acid COCCOC1=CC=C(C=N1)C1=CC=C(C=C1)C(C(=O)O)(C)C